FC(S(=O)(=O)OC=1C=C2C=C(C=NC2=CC1)C=1C=NN(C1)CCN(C)C(=O)OC(C)(C)C)(F)F 3-(1-(2-((tert-butoxycarbonyl)(methyl)amino)ethyl)-1H-pyrazol-4-yl)quinolin-6-yl trifluoromethanesulfonate